azidodistearoyl-glycerol N(=[N+]=[N-])C(O)(C(O)C(O)C(CCCCCCCCCCCCCCCCC)=O)C(CCCCCCCCCCCCCCCCC)=O